FC=1C=CC(=C(C(=O)O)C1)OCC 5-Fluoro-2-ethoxybenzoic acid